C1NCC2=CC=CC=C12 2,3-Dihydro-1H-isoindol